C1(CCCCC1)CNC1=CC=C(C=C1)N N1-(cyclohexylmethyl)benzene-1,4-diamine